2-[6-methyl-2-(trifluoromethyl)pyrimidin-4-yl]-6-[6-(1,3,4-thiadiazol-2-yl)pyrazin-2-yl]-2,6-diazaspiro[3.4]octane CC1=CC(=NC(=N1)C(F)(F)F)N1CC2(C1)CN(CC2)C2=NC(=CN=C2)C=2SC=NN2